ClC1=CC=CC=2N=C(SC21)CO (7-chlorobenzo[d]thiazol-2-yl)methanol